NC=1C=CC(=C2CN(C(C12)=O)CC(C#N)=C)C=1C=C2C(=NNC2=CC1)C(=O)N1CCN(CC1)C 2-({7-amino-4-[3-(4-methylpiperazine-1-carbonyl)-1H-indazol-5-yl]-1-oxo-2,3-dihydro-1H-isoindol-2-yl}methyl)prop-2-enenitrile